CC(C(C)=NO)=O methyldiketone oxime